COC(C=CC1=CC=C(C=C1)C1=CC(=C(C=C1)OCC(NOC1OCCCC1)=O)C12CC3CC(CC(C1)C3)C2)=O 3-{3'-adamantan-1-yl-4'-[(tetrahydro-pyran-2-yloxycarbamoyl)-methoxy]-biphenyl-4-yl}-acrylic acid methyl ester